FC=1C=NC=CC1C 3-Fluoro-4-methylpyridine